(1-methyl-1H-pyrazol-4-yl)(4-morpholino-6-(3-phenyl-1H-pyrazol-1-yl)pyrimidin-2-yl)methanol CN1N=CC(=C1)C(O)C1=NC(=CC(=N1)N1CCOCC1)N1N=C(C=C1)C1=CC=CC=C1